(S)-4-(((S)-3-fluoro-2-methoxypropyl)(4-(5,6,7,8-tetrahydro-1,8-naphthyridin-2-yl)butyl)amino)-2-(3-fluoropicolinamido)butanoic acid FC[C@H](CN(CC[C@@H](C(=O)O)NC(C1=NC=CC=C1F)=O)CCCCC1=NC=2NCCCC2C=C1)OC